COC1=C(C(=C(C=C1)C(=O)N)OC)OC trimethoxybenzamide